C(C1=CC=CC=C1)C1(CN(CC1)C(=O)C=1SC=CN1)C=1C=C2C=NN(C2=CC1OC)C1=CC=C(C=C1)F (3-benzyl-3-(1-(4-fluorophenyl)-6-methoxy-1H-indazol-5-yl)pyrrolidin-1-yl)(thiazol-2-yl)methanone